1-benzyl-3,3-dicarboxylato-5-methoxy-indoline-2-thione C(C1=CC=CC=C1)N1C(C(C2=CC(=CC=C12)OC)(C(=O)[O-])C(=O)[O-])=S